CC(C(=O)OCC)C(NCC1=NC(=CC=C1)C1=CC=CC=C1)=O Ethyl 2-methyl-3-oxo-3-(((6-phenylpyridin-2-yl)methyl)amino)propanoate